C(C)(C)(C)C1=CC=C(C=C1)C1=NC(=C(C(=N1)Cl)C(=O)O)C 2-(4-(tert-butyl)phenyl)-4-chloro-6-methylpyrimidine-5-carboxylic acid